NC=1C(=NC(=CN1)C1=CC=C(C=C1)S(=O)(=O)CCN1CCN(CC1)C)C(=O)NC1=CC=CC=C1 3-amino-6-(4-((2-(4-methylpiperazin-1-yl)ethyl)sulfonyl)phenyl)-N-phenylpyrazine-2-carboxamide